C1(CCCCC1)OC(C1=CC=CC=C1)=O.FC1=C(OC2CNC2)C(=CC=C1)F 3-(2,6-difluorophenoxy)azetidine Cyclohexyl-Benzoate